COCC1(CCN(CC1)C1=C2C=NN(C2=CC=C1[N+](=O)[O-])C)C 4-[4-(methoxymethyl)-4-methylpiperidin-1-yl]-1-methyl-5-nitro-1H-indazole